1-(4-((2-(2-(2-((2-(2,6-dioxopiperidin-3-yl)-1,3-dioxoisoindolin-4-yl)amino)ethoxy)ethoxy)ethyl)amino)benzyl)-N-hydroxy-1H-indole-6-carboxamide O=C1NC(CCC1N1C(C2=CC=CC(=C2C1=O)NCCOCCOCCNC1=CC=C(CN2C=CC3=CC=C(C=C23)C(=O)NO)C=C1)=O)=O